CS(C=1C=CC(=NC1)COC1=NN=C(S1)NC(OC(C)(C)C)=O)(=O)=NC tert-butyl N-(5-((5-(methyl(methylimino)oxo-lambda6-sulfanyl)pyridin-2-yl)methoxy)-1,3,4-thiadiazol-2-yl)carbamate